BrC1=NN(C(=C1CO)N1C(C(CC1)CC1=CC(=C(C(=C1)F)F)F)=O)COCC[Si](C)(C)C 1-(3-bromo-4-(hydroxymethyl)-1-((2-(trimethylsilyl)ethoxy)methyl)-1H-pyrazol-5-yl)-3-(3,4,5-trifluorobenzyl)pyrrolidin-2-one